COC(N[C@H](C(=O)NC=1C(N(C=CC1)CC=1NC2=CC=CC(=C2C1)CC(C)C)=O)CC\C=C\C(=O)N)=O Methyl-(S,E)-(7-amino-1-((1-((4-isobutyl-1H-indol-2-yl)methyl)-2-oxo-1,2-dihydropyridin-3-yl)amino)-1,7-dioxohept-5-en-2-yl)carbamat